3-(4-(2-oxobutylsulfanyl)phenyl)-2-aminopropionic acid O=C(CSC1=CC=C(C=C1)CC(C(=O)O)N)CC